ClC=1C(=NC(=CC1)OCC1=C(C=C(C=C1)Cl)F)C1[C@H]2CN(C[C@@H]12)C(=O)OC(C)(C)C tert-Butyl (1R,5S-6r)-6-(3-chloro-6-((4-chloro-2-fluorobenzyl)oxy)pyridin-2-yl)-3-azabicyclo[3.1.0]hexane-3-carboxylate